(R)-1-(6-methylpyridin-2-yl)ethan-1-amine CC1=CC=CC(=N1)[C@@H](C)N